P(OCC)(OCC)OCC1=CC(=C(C=C1)F)F diethyl 3,4-difluorobenzyl phosphite